NC1=NC=NN2C1=C(C(=C2CN2CC(NCC2)=O)COC)C=2SC1=C(C2)C=C(C=C1OC)C 4-{[4-amino-6-(methoxymethyl)-5-(7-methoxy-5-methyl-1-benzothien-2-yl)pyrrolo[2,1-f][1,2,4]triazin-7-yl]methyl}piperazin-2-one